3-(7-cyanobenzo[c][1,2,5]thiadiazol-4-yl)propanoate C(#N)C1=CC=C(C=2C1=NSN2)CCC(=O)[O-]